tert-butyl-(2S)-2-{[(4-{3-[(3-chloro-2-methylphenyl)amino]-4-oxo-1H,5H,6H,7H-pyrrolo[3,2-c]pyridin-2-yl}pyridin-3-yl)oxy]methyl}pyrrolidine C(C)(C)(C)N1[C@@H](CCC1)COC=1C=NC=CC1C1=C(C=2C(NCCC2N1)=O)NC1=C(C(=CC=C1)Cl)C